N-(2-chloro-5-(2,2-dimethyl-2,3-dihydro-[1,4]dioxino[2,3-b]pyridin-6-yl)pyridin-4-yl)-6-(methylsulfonyl)-4-(tetrahydro-2H-pyran-4-yl)pyridin-2-amine ClC1=NC=C(C(=C1)NC1=NC(=CC(=C1)C1CCOCC1)S(=O)(=O)C)C1=CC=C2C(=N1)OCC(O2)(C)C